ClC=1C=CC(=NC1)NC(=N)N 1-(5-chloropyridin-2-yl)guanidine